Cl.[C@@H]12OC[C@@H](N(C1)CC[C@H](CSC1=CC=CC=C1)N)C2 (R)-4-((1S,4S)-2-oxa-5-azabicyclo[2.2.1]heptan-5-yl)-1-(phenylthio)butan-2-amine hydrochloride